ClC=1C(=CC2=C(OC(O2)(C)C)C1)CO (6-Chloro-2,2-dimethyl-1,3-benzodioxol-5-yl)methanol